CN1N=CC(=C1C#N)S(=O)(=O)N1CCC(CC1)C=1C(=CC=2N(C1)N=CN2)C(F)(F)F 1-methyl-4-((4-(7-(trifluoromethyl)-[1,2,4]triazolo[1,5-a]pyridin-6-yl)piperidin-1-yl)sulfonyl)-1H-pyrazole-5-carbonitrile